2-(3-(1-(2-(2-(2-methoxyethoxy)ethoxy)ethyl)-5-(pentan-3-ylcarbamoyl)-1H-1,2,4-triazol-3-yl)phenyl)-N-(pentan-3-yl)oxazole-5-carboxamide COCCOCCOCCN1N=C(N=C1C(NC(CC)CC)=O)C=1C=C(C=CC1)C=1OC(=CN1)C(=O)NC(CC)CC